FC1=CC=C(C=C1)S(=O)(=O)N1CCCC2=CC=C(C=C12)C1COC2=C(O1)C=CC(=C2)S(=O)(=O)N (1-((4-fluorophenyl)sulfonyl)-1,2,3,4-tetrahydroquinolin-7-yl)-2,3-dihydrobenzo[b][1,4]dioxin-6-sulfonamide